5-(benzyloxy)-2-methyl-N-(2-(pyridin-4-yl)ethyl)benzofuran-3-carboxamide C(C1=CC=CC=C1)OC=1C=CC2=C(C(=C(O2)C)C(=O)NCCC2=CC=NC=C2)C1